5-formylhexahydrocyclopenta[c]pyrrole C(=O)C1CC2C(CNC2)=C1